The molecule is a diadenosyl diphosphate having two 5'-adenosyl residues attached at the P(1)- and P(2)-positions of the diphosphate. It is a conjugate acid of a P(1),P(2)-bis(5'-adenosyl) diphosphate(2-). C1=NC(=C2C(=N1)N(C=N2)[C@H]3[C@@H]([C@@H]([C@H](O3)COP(=O)(O)OP(=O)(O)OC[C@@H]4[C@H]([C@H]([C@@H](O4)N5C=NC6=C(N=CN=C65)N)O)O)O)O)N